N=1C=NN2C1C=C(C=C2)OC2=C(C(=C(C=C2)NC2=NC=NC1=CC(=C(C=C21)OC2CC1CCC(C2)N1C(C=C)=O)OC)F)C 1-(exo-3-((4-((4-([1,2,4]Triazolo[1,5-a]pyridin-7-yloxy)-2-fluoro-3-methylphenyl)amino)-7-methoxy-quinazolin-6-yl)oxy)-8-azabicyclo[3.2.1]octan-8-yl)prop-2-en-1-one